2,6-di-tert-butyl-4-(4-chlorobenzyl)cyclohex-2,5-dien-1-one boron [B].C(C)(C)(C)C=1C(C(=CC(C1)CC1=CC=C(C=C1)Cl)C(C)(C)C)=O